C(C=C)(=O)N1CCC(CC1)C1=CN(C=2C(=NNC(C21)=O)N)C2=CC=C(C=C2)OC2=C(C=CC=C2)F 3-(1-acryloylpiperidin-4-yl)-7-amino-1-(4-(2-fluorophenoxy)phenyl)-1,5-dihydro-4H-pyrrolo[2,3-d]pyridazin-4-one